COC(=O)[C@@]1(CN(C[C@H]1C(=O)OC)C(=O)OC(C)(C)C)C trans-3-Methylpyrrolidine-1,3,4-tricarboxylic acid 1-tert-butyl 3,4-dimethyl ester